O1C=CC=2C1=CC=CC2C=O 4-BENZOFURANCARBOXALDEHYDE